CS(=O)(=O)OCCCOC1CC1 1-(3-((methylsulfonyl)oxy)propoxy)cyclopropan